5-(5-(3-benzyl-pyrrolidin-3-yl)-6-methyl-1H-indazol-1-yl)-1-methylpyridin-2(1H)-one C(C1=CC=CC=C1)C1(CNCC1)C=1C=C2C=NN(C2=CC1C)C=1C=CC(N(C1)C)=O